N[C@H]1CN(C[C@H]1C)C=1C2=CN(N=C2C=CC1C=1C(=NN(C(C1)=O)C1=C(C=CC=C1F)F)C(=O)N)C(C)(C)C [4-[(3R,4R)-3-amino-4-methyl-pyrrolidin-1-yl]-2-tert-butyl-indazol-5-yl]-1-(2,6-difluorophenyl)-6-oxo-pyridazine-3-carboxamide